(S)-5-(2-Fluoro-6-methylphenyl)-3-(3-(hydroxymethyl)-2-methyl-1,2,3,4-tetrahydroisochinolin-7-yl)-1H-pyrazolo[4,3-c]pyridazin-6(5H)-on FC1=C(C(=CC=C1)C)N1N=C2C(=CC1=O)NN=C2C2=CC=C1C[C@H](N(CC1=C2)C)CO